ETHYL 3-OCTENOATE C(CC=CCCCC)(=O)OCC